3-(10-bromoanthracen-9-yl-1,2,3,4,5,6,7,8-d8)dibenzo[b,d]furan-1,2,4,6,7,8,9-d7 BrC1=C2C(=C(C(=C(C2=C(C2=C(C(=C(C(=C12)[2H])[2H])[2H])[2H])C1=C(C(=C2C(OC3=C2C(=C(C(=C3[2H])[2H])[2H])[2H])=C1[2H])[2H])[2H])[2H])[2H])[2H])[2H]